1-[5-ethoxycarbonyl-2-phenyl-2H-pyrazol-3-yl]-3-[4-(2-morpholin-4-yl-ethoxy)naphthalen-1-yl]-urea C(C)OC(=O)C=1C=C(N(N1)C1=CC=CC=C1)NC(=O)NC1=CC=C(C2=CC=CC=C12)OCCN1CCOCC1